6-Methyl-N-(3-methyltetrahydrofuran-3-yl)-5-(piperazin-1-yl)pyridineamide CC1=C(C=CC(=N1)C(=O)NC1(COCC1)C)N1CCNCC1